FC1=C(C(=CC(=C1)F)F)C1=NNC(=C1O)C 3-(2,4,6-trifluorophenyl)-5-methyl-pyrazol-4-ol